COC1=C2CC[C@@H](CC2=CC=C1)N(CCC=1SC=CC1)CCC (S)-5-methoxy-N-propyl-N-(2-(thien-2-yl)ethyl)-1,2,3,4-tetrahydronaphthalene-2-amine